CC1(OC[C@@H](O1)[C@@H]1C([C@@H]2[C@@H](OC(O2)(C)C)O1)=CC(=O)OCC)C Ethyl 2-((3aR,5S,6aR)-5-((R)-2,2-dimethyl-1,3-dioxolan-4-yl)-2,2-dimethyldihydrofuro[2,3-d][1,3]dioxol-6(5H)-ylidene)acetate